ethyl malonate monopotassium salt [K+].C(CC(=O)[O-])(=O)OCC